tetrasodium 2,2',2'',2'''-(ethane-1,2-diyldinitrilo)tetraacetate C(CN(CC(=O)[O-])CC(=O)[O-])N(CC(=O)[O-])CC(=O)[O-].[Na+].[Na+].[Na+].[Na+]